benzyl ((5-(((S)-2-((R)-2-amino-4-phenylbutanamido)propanamido)methyl)pyridin-2-yl)methyl)carbamate dihydrochloride Cl.Cl.N[C@@H](C(=O)N[C@H](C(=O)NCC=1C=CC(=NC1)CNC(OCC1=CC=CC=C1)=O)C)CCC1=CC=CC=C1